ClC=1C=C(CN2N=NC3=C2N=C(NC3=O)C3=CC=CC=C3)C=C(C1C(C1=CC=C(C=C1)Cl)=O)Cl 3-(3,5-Dichloro-4-(4-chlorobenzoyl)benzyl)-5-phenyl-3,6-dihydro-7H-[1,2,3]triazolo[4,5-d]pyrimidin-7-one